ClC1=CC=C(C=C1)C(C(F)(F)F)=O 1-(4-chlorophenyl)-2,2,2-trifluoroethan-1-one